N1C(=NC2=CC=CC=C12)C(=O)N azaindoleamide